ClC1=CC(=C(C=C1)C=1N(C(=CC1C(=O)O)C1=C2C(=NC=C1)NC=C2)COCC[Si](C)(C)C)F 2-(4-chloro-2-fluorophenyl)-5-(1H-pyrrolo[2,3-b]pyridin-4-yl)-1-{[2-(trimethylsilyl)ethoxy]methyl}-1H-pyrrole-3-carboxylic acid